C(C)(C)(C)OC(=O)N1C[C@](/C(/CC1)=C/F)(C(=O)O)C (S,E)-4-(fluoromethylene)-3-methylpiperidine-1,3-Dicarboxylic acid-1-tert-butyl ester